(dimethylamino)-1-(3,3-dinitroazetidin-1-yl)but-2-en-1-one CN(C)C(C(=O)N1CC(C1)([N+](=O)[O-])[N+](=O)[O-])=CC